N-((S)-(5-((R)-1-(5-fluoro-2-oxo-1,2-dihydropyridin-3-yl)-2-methoxyethyl)benzo[d]oxazol-2-yl)((1r,4S)-4-fluorocyclohexyl)methyl)-1-methyl-1H-pyrazole-5-carboxamide FC=1C=C(C(NC1)=O)[C@H](COC)C=1C=CC2=C(N=C(O2)[C@@H](NC(=O)C2=CC=NN2C)C2CCC(CC2)F)C1